pyrazinedicarboxamide N1=C(C(=NC=C1)C(=O)N)C(=O)N